tert-butyl (1s,6s)-2,5-diazabicyclo[4.2.0]octane-2-carboxylate [C@H]12N(CCN[C@H]2CC1)C(=O)OC(C)(C)C